ClC=1C=CC=C2C=CC(=NC12)C1(C(C=C(C=C1)OC(F)(F)F)N)NCCN1CCOCC1 1-(8-chloroquinolin-2-yl)-N1-(2-morpholinoethyl)-4-(trifluoromethoxy)benzene-1,2-diamine